C(C)(=O)O[C@H]1[C@@H](O[C@@H]([C@H]([C@@H]1OC(C)=O)OC(C)=O)CC)C1=CC(=C(C=C1)C)Cl (2S,3S,4S,5R,6R)-2-(3-chloro-4-methylphenyl)-6-ethyltetrahydro-2H-pyran-3,4,5-tri-yl triacetate